CC(=CCCC(C)(C=C)O)C (+-)-linalool